(R)-2-Fluoro-N-(4-(3-((5-isopropyl-6-(1H-pyrazol-4-yl)-[1,2,4]triazolo[1,5-a]pyridin-2-yl)amino)pyrrolidine-1-carbonyl)phenyl)acrylamide FC(C(=O)NC1=CC=C(C=C1)C(=O)N1C[C@@H](CC1)NC1=NN2C(C=CC(=C2C(C)C)C=2C=NNC2)=N1)=C